C1(CC1)C(CCOC1=NN(C=C1)C1=CC=C2C(NS(C3=CN=C(NCCCCC4CC(N(C2=N1)C4)(C)C)C=C3)(=O)=O)=O)C3CC3 8-[3-(3,3-Dicyclopropylpropoxy)-1H-pyrazol-1-yl]-12,12-dimethyl-2λ6-thia-3,9,11,19,21-pentaazatetracyclo[18.2.2.111,14.05,10]pentacosa-1(22),5,7,9,20,23-hexaene-2,2,4-trione